5,7,8-trimethyl-6-chromanol CC1=C2CCCOC2=C(C(=C1O)C)C